ClC=1C=C2CCCC2=C(C1)Cl (1S,2R)-5,7-dichloro-2,3-dihydro-1H-inden